[Br-].C(CCCC)[N+]1=CN(C2=C1C=CC=C2)CCCCC 1,3-Dipentylbenzimidazolium bromide